ethyl (3,5-dichloro-4-(2-fluoro-3-(1-(4-fluorophenyl)ethyl)-4-hydroxybenzyl) phenyl)glycinate ClC=1C=C(C=C(C1CC1=C(C(=C(C=C1)O)C(C)C1=CC=C(C=C1)F)F)Cl)NCC(=O)OCC